1-(2-oxo-propoxy)-propan-2-one O=C(COCC(C)=O)C